CN1N=C(C2=CC=CC(=C12)N1CCC(CC1)CN1[C@H](CNCC1)C(F)(F)F)C1C(NC(CC1)=O)=O 3-(1-methyl-7-(4-(((R)-2-(trifluoromethyl)piperazin-1-yl)methyl)piperidin-1-yl)-1H-indazol-3-yl)piperidine-2,6-dione